3-phenyl-3-[bis-(2-ethylhexyloxy)phosphoryl]propionic acid C1(=CC=CC=C1)C(CC(=O)O)P(=O)(OCC(CCCC)CC)OCC(CCCC)CC